tert-butyl 3,3-difluoro-4-(3-methoxycarbonyl-4-methyl-anilino)pyrrolidine-1-carboxylate FC1(CN(CC1NC1=CC(=C(C=C1)C)C(=O)OC)C(=O)OC(C)(C)C)F